S(=O)(=O)(C1=CC=C(C)C=C1)N1C=CC=2C1=NC=C(C2)N2CCOCC2 4-(1-tosyl-1H-pyrrolo[2,3-b]pyridin-5-yl)morpholine